benzylchloride tert-butyl-N-[(2S)-1-oxo-3-[(3S)-2-oxopiperidin-3-yl]propan-2-yl]carbamate C(C)(C)(C)OC(N[C@H](C=O)C[C@H]1C(NCCC1)=O)=O.C(C1=CC=CC=C1)Cl